Methyl 3-[4-[(3S,5R)-4-tert-butoxycarbonyl-3,5-dimethyl-piperazin-1-yl]-3-cyano-anilino]-5-(methylamino)-6-(3-methylimidazo[4,5-c]pyridin-7-yl)pyrazine-2-carboxylate C(C)(C)(C)OC(=O)N1[C@H](CN(C[C@H]1C)C1=C(C=C(NC=2C(=NC(=C(N2)NC)C=2C3=C(C=NC2)N(C=N3)C)C(=O)OC)C=C1)C#N)C